di(2-ethylhexyl)4-methoxybenzylidenemalonic acid C(C)C(CC1=C(C(=C(C(=O)O)C(=O)O)CC(CCCC)CC)C=CC(=C1)OC)CCCC